methyl monochloroformate ClC(=O)OC